(R)-3-amino-4-(5-(3-((5-(trifluoro-methyl)pyridin-2-yl)oxy)phenyl)-2H-tetrazol-2-yl)butanoic acid N[C@H](CC(=O)O)CN1N=C(N=N1)C1=CC(=CC=C1)OC1=NC=C(C=C1)C(F)(F)F